2-((4,5-dihydro-1H-imidazol-2-yl)thio)-1-(pyridin-4-yl)ethan-1-one N1C(=NCC1)SCC(=O)C1=CC=NC=C1